ClC1=CC=C(C=C1)SCC(C)O 1-((4-chlorophenyl)thio)propan-2-ol